COC1=CC=C(C=C1)NC(=O)C1C(NC(C1)C1=CC=CC=C1)=O N-(4-methoxyphenyl)-2-oxo-5-phenylpyrrolidine-3-carboxamide